ClC1=C(C=NC=C1)S(=O)(=O)NC1=NC=C(C(=N1)OC)C=CC=1C=NC(=NC1)NC1CCC(CC1)N(C)C 4-chloro-N-(5-(2-(2-(((1r,4r)-4-(dimethylamino)cyclohexyl)amino)pyrimidin-5-yl)vinyl)-4-methoxypyrimidin-2-yl)pyridine-3-sulfonamide